N-(3-benzamido-1H-indazol-5-yl)-5-cyano-3-methylpicolinamide C(C1=CC=CC=C1)(=O)NC1=NNC2=CC=C(C=C12)NC(C1=NC=C(C=C1C)C#N)=O